C(#N)N1CC(CC1)C1=NNC(=C1)NC(C1=CC=CC=C1)=O N-(3-(1-cyanopyrrolidin-3-yl)-1H-pyrazol-5-yl)benzamide